(2S,4R)-N-[(R) or (S)-(6-aminopyridin-2-yl)[3-fluoro-4-(propan-2-yl)phenyl]methyl]-4-fluoro-1-[2-(1H-1,2,3-triazol-5-yl)acetyl]pyrrolidine-2-carboxamide NC1=CC=CC(=N1)[C@H](NC(=O)[C@H]1N(C[C@@H](C1)F)C(CC1=CN=NN1)=O)C1=CC(=C(C=C1)C(C)C)F |o1:7|